5-[1-(2-Chloro-6-fluoro-phenyl)-piperidin-4-yl]-2-cyclopropyl-7-(2-cyclopropyl-benzyl)-4-methyl-2,4,5,7-tetrahydro-pyrazolo[3,4-d]pyrimidin-6-one ClC1=C(C(=CC=C1)F)N1CCC(CC1)N1C(N(C=2C(C1C)=CN(N2)C2CC2)CC2=C(C=CC=C2)C2CC2)=O